tert-butyl (3S)-4-(4-cyanopyrimidin-2-yl)-3-methyl-1,4-diazepane-1-carboxylate C(#N)C1=NC(=NC=C1)N1[C@H](CN(CCC1)C(=O)OC(C)(C)C)C